FC1=CC=C(C=C1)C1=NOC(=C1COC1=NC=C(C(=O)OC)C=C1OC)C methyl 6-((3-(4-fluoro-phenyl)-5-methylisoxazol-4-yl)methoxy)-5-methoxynicotinate